N-(2-(2-hydroxyethoxy)-ethyl)-1-methyl-2-((6-(thiazol-4-yl)benzo[d]-oxazol-2-yl)amino)-1H-benzo[d]imidazole-5-carboxamide OCCOCCNC(=O)C1=CC2=C(N(C(=N2)NC=2OC3=C(N2)C=CC(=C3)C=3N=CSC3)C)C=C1